C(C1=CC=CC=C1)N(C(=O)OC(C)(C)C=1SC2=C(N1)C=CC=C2)CCN2N=C1C=CC=CC1=C2 2-(benzothiazol-2-yl)propan-2-ol benzyl-(2-(2H-indazol-2-yl)ethyl)carbamate